O-cyanoalanine C(#N)OC([C@@H](N)C)=O